FC1=C(C=CC(=N1)[C@H](C1=CC(=CC=C1)C1=CC=NO1)NC(=O)[C@H]1[C@H](CCC1)C(=O)O)C(C)C (1S,2R)-2-(((S)-(6-fluoro-5-isopropylpyridin-2-yl)(3-(isoxazol-5-yl)phenyl)methyl)carbamoyl)cyclopentane-1-carboxylic acid